COC1=CC(=NC=N1)N1CCC(CC1)C(=O)N1OCC[C@H]1C1=CC(=CC(=C1)F)F [1-(6-Methoxypyrimidin-4-yl)-4-piperidyl]-[(3S)-3-(3,5-difluorophenyl)isoxazolidin-2-yl]methanone